5-(3-Ethyl-3-hydroxy-2-oxoindolin-1-yl)nicotinaldehyde C(C)C1(C(N(C2=CC=CC=C12)C=1C=NC=C(C=O)C1)=O)O